C(C)(C)(C)OC(C[C@@H](C[C@@H](CC#N)O)O)=O (3R,5R)-6-cyano-3,5-dihydroxyhexanoic acid tert-butyl ester